FC1=NC(=C2NC=NC2=N1)O fluoro-6-hydroxy-purine